5-bromo-7-methyl-pyrrolo[2,3-d]Pyrimidine-4-amine BrC1=CN(C=2N=CN=C(C21)N)C